C(C)(=O)C=1C=C(C=C2C(C(=C(OC12)N1CCC(CC1)(C)C)C1CC1)=O)C 8-acetyl-3-cyclopropyl-2-(4,4-dimethyl-1-piperidinyl)-6-methyl-chromen-4-one